C(#N)C(C(=O)N1[C@H](CCC1)COCCC(=O)N)=CC(C)C 3-(((R)-1-(2-cyano-4-methylpent-2-enoyl)pyrrolidin-2-yl)methoxy)propanamide